N-(5-(4-(isopropylsulfonyl)phenyl)-1H-pyrazolo[3,4-b]pyridin-3-yl)isobutyramide C(C)(C)S(=O)(=O)C1=CC=C(C=C1)C=1C=C2C(=NC1)NN=C2NC(C(C)C)=O